8-(2-chlorophenyl)-7-(4-chlorophenyl)-1-methyl-2,3,6,7-tetrahydro-1H-purine-2,6-dione ClC1=C(C=CC=C1)C1=NC=2NC(N(C(C2N1C1=CC=C(C=C1)Cl)=O)C)=O